BrC=1C(=C(C=C(C1)C)C1=CC(=C(C=C1)N1C(N(C=C1)C)=O)Cl)OC (3'-bromo-3-chloro-2'-methoxy-5'-methyl-[1,1'-biphenyl]-4-yl)-3-methyl-1H-imidazol-2(3H)-one